[(2R)-oxolan-2-yl]methanol O1[C@H](CCC1)CO